tert-butyl (1-cyclopropyl-3-oxopropan-2-yl)carbamate C1(CC1)CC(C=O)NC(OC(C)(C)C)=O